O1C=CC2=C1C1=C(C=C2)C=2C=CC=3C=CC=CC3C2C=C1 phenanthrobenzofuran